C(C)(C)(C)OC(=O)N1CC(C1)CN1C(C(NC2=C(C(=C(C=C12)Cl)Br)F)=O)=O 3-((6-Bromo-7-chloro-5-fluoro-2,3-dioxo-3,4-dihydroquinoxalin-1(2H)-yl)methyl)azetidine-1-carboxylic acid tert-butyl ester